glycerin trisuccinate C(CCC(=O)O)(=O)O.C(CCC(=O)O)(=O)O.C(CCC(=O)O)(=O)O.OCC(O)CO